3-methyl-2-((5-methyl-2-((4-(4-methylpiperazin-1-yl)phenyl)amino)thieno[2,3-d]pyrimidine-4-yl)amino)butan-1-ol CC(C(CO)NC=1C2=C(N=C(N1)NC1=CC=C(C=C1)N1CCN(CC1)C)SC=C2C)C